(E)-5-bromo-3-((2-(4-chlorophenyl)hydrazineylidene)methyl)-1H-indole BrC=1C=C2C(=CNC2=CC1)/C=N/NC1=CC=C(C=C1)Cl